C(C)N(C(C1=CC=C(C=C1)C1=CC(=C2C(=N1)CCC2)NCCCN2CCCCC2)=O)CC N,N-diethyl-4-(4-((3-(piperidin-1-yl)propyl)amino)-6,7-dihydro-5H-cyclopenta[b]pyridin-2-yl)benzamide